1-cyclopropyl-N-((6-ethoxypyridazin-3-yl)methyl)methanamine C1(CC1)CNCC=1N=NC(=CC1)OCC